C(#N)CC=1C=C(CNCCCCOC2CN(C2)C2=NC3=C(C4=CN=CC=C24)C=CC(=C3)C(=O)O)C=C(C1)C(F)(F)F 5-(3-(4-((3-(cyanomethyl)-5-(trifluoromethyl)benzyl)amino)butoxy)azetidin-1-yl)benzo[c][2,6]naphthyridine-8-carboxylic acid